5-(4-bromobenzyl)-8-methoxy-5H-pyrido[3,2-b]indole BrC1=CC=C(CN2C3=C(C=4C=C(C=CC24)OC)N=CC=C3)C=C1